CN1C(=CC(=C1)C1=CC(=CC=C1)[C@@H](C)NC(C1=C(C=CC(=C1)N1CCN(CC1)C)C)=O)C(=O)OCC1=CC=CC=C1 benzyl 1-methyl-4-[3-[(1R)-1-[[2-methyl-5-(4-methylpiperazin-1-yl)benzoyl]amino]ethyl]phenyl]pyrrole-2-carboxylate